3-((4-(3-((8-aminooctyl)(methyl)amino)propyl)phenyl)amino)piperidine-2,6-dione NCCCCCCCCN(CCCC1=CC=C(C=C1)NC1C(NC(CC1)=O)=O)C